C[C@@]12[C@H](CC[C@H]1[C@@H]1CCC=3C=C(C=CC3[C@H]1CC2)O)OC(CCC2CCCC2)=O (8R,9S,13S,14S,17S)-13-methyl-17-[(1-oxo-3-cyclopentylpropyl)oxy]-6,7,8,9,11,12,14,15,16,17-decahydrocyclopenta[a]phenanthren-3-ol